C(N)(OC1=C(C=CC=C1)CCCCCCCCC)=O (nonyl phenyl) carbamate